2-[(2S)-penten-2-yloxy]benzamide C=C(CCC)OC1=C(C(=O)N)C=CC=C1